3-methyl-5-(N-(3-(thiophen-3-yl)phenethyl)sulfamoyl)benzofuran-2-carboxylic acid CC1=C(OC2=C1C=C(C=C2)S(NCCC2=CC(=CC=C2)C2=CSC=C2)(=O)=O)C(=O)O